ClC=1C=C(C=CC1N1C(=NC(=C1)C(C)(C)O)C(C)(C)C1=C(C=CC=C1Cl)Cl)C1=CC(=C(C(=C1)S(=O)(=O)C)CO)F 2-(1-(3-chloro-3'-fluoro-4'-(hydroxymethyl)-5'-(methylsulfonyl)bi-phenyl-4-yl)-2-(2-(2,6-dichlorophenyl)propan-2-yl)-1H-imidazol-4-yl)propan-2-ol